5-(1-methanesulfonylazetidin-3-yl)-1,3-thiazole-4-carboxylic acid ethyl ester C(C)OC(=O)C=1N=CSC1C1CN(C1)S(=O)(=O)C